1-(1-((3S,4S)-3-Fluoropiperidin-4-yl)-3-methyl-1H-pyrrolo[2,3-b]pyridin-5-yl)dihydropyrimidine-2,4(1H,3H)-dione F[C@H]1CNCC[C@@H]1N1C=C(C=2C1=NC=C(C2)N2C(NC(CC2)=O)=O)C